ClC1=C(C(=CC=C1OC)C)C1=CC2=C(N=C(N=C2)NC)N2C1=NN=C2 6-(2-chloro-3-methoxy-6-methylphenyl)-N-methyl-[1,2,4]triazolo[4',3':1,6]pyrido[2,3-d]pyrimidin-2-amine